C(CCCCCCCCCCCCC\C=C/CCCCCCCCCCCC(=O)N)CCCCCCCC\C=C/CCCCCCCCCCCC(=O)N hexylenebiserucamide